2-Chloro-N-(2-{4-[(4-cyanopyridin-3-yl)oxy]piperidin-1-yl}-2-[4-(difluoromethyl)-1,3-thiazol-5-yl]ethyl)-6-fluorobenzamid ClC1=C(C(=O)NCC(C2=C(N=CS2)C(F)F)N2CCC(CC2)OC=2C=NC=CC2C#N)C(=CC=C1)F